(4-bromophenyl)-methanol BrC1=CC=C(C=C1)CO